FC(C=1C=C(C=C(C1)C(F)(F)F)P(C1=C(C(=CC=C1OC)OC)C1=C(C=CC=C1OC(C)C)OC(C)C)C1=CC(=CC(=C1)C(F)(F)F)C(F)(F)F)(F)F bis(3,5-bis(trifluoromethyl)phenyl)(2',6'-bis(isopropoxy)-3,6-dimethoxybiphenyl-2-yl)phosphine